O1C=2C(OCC1)=C(SC2)C2=C(C=C(S2)C2=C(C(=C(C1=NSN=C12)C=1SC(=C(C1)CCCCCCCCCCCC)C=1SC=C2OCCOC21)[N+](=O)[O-])[N+](=O)[O-])CCCCCCCCCCCC 4,7-bis(5-(2,3-dihydrothieno[3,4-b][1,4]dioxin-5-yl)-4-dodecylthien-2-yl)-5,6-dinitrobenzo[c][1,2,5]thiadiazole